C1=CC=CC2=CC3=CC=CC=C3C(=C12)C1=C(C(=CC=C1)C=1C2=CC=CC=C2C=C2C=CC=CC12)I 2,6-bis(9-anthracenyl)iodobenzene